4-(5-ethyl-1H-indazol-4-yl)-2-(2-(2-propenoyl)-2,6-diazaspiro[3.4]octan-6-yl)-3-quinolinecarbonitrile C(C)C=1C(=C2C=NNC2=CC1)C1=C(C(=NC2=CC=CC=C12)N1CC2(CN(C2)C(C=C)=O)CC1)C#N